(3-((3-methylpyrrolidin-1-yl)methyl)pyridin-2-yl)boronic acid CC1CN(CC1)CC=1C(=NC=CC1)B(O)O